CN1C(CCC1)COC=1N=C(C2=C(N1)C=CN=C2)N2CCNCC2 2-((1-methylpyrrolidin-2-yl)methoxy)-4-(piperazin-1-yl)pyrido[4,3-d]pyrimidine